[Al].[Sn] tin-aluminum